Dioctadecyldimethylammonium Chlorid [Cl-].C(CCCCCCCCCCCCCCCCC)[N+](C)(C)CCCCCCCCCCCCCCCCCC